ClC1=CNC2=C(C(=C(C(=C12)S(N)(=O)=O)OC=1C=CC(=C(C1)C=1NC=C(N1)C1(CCOC2=C(C=CC=C12)CCC(=O)OCC)C)F)F)F ethyl 3-[4-[2-[5-[(3-chloro-6,7-difluoro-4-sulfamoyl-1H-indol-5-yl)oxy]-2-fluoro-phenyl]-1H-imidazol-4-yl]-4-methyl-chroman-8-yl]propanoate